2-bromo-4-(hydroxymethyl)benzaldehyde BrC1=C(C=O)C=CC(=C1)CO